ethyl (1R,2R)-2-(3-(aminomethyl)pyrazin-2-yl)cyclopropane-1-carboxylate NCC=1C(=NC=CN1)[C@H]1[C@@H](C1)C(=O)OCC